OB1OCC(OC2=C1C=C(C(=C2)N2N=CC=C2)C2=CC=C1C(=CN=NC1=C2)N)C 7-(1-HYDROXY-4-METHYL-7-PYRAZOL-1-YL-3,4-DIHYDRO-2,5,1-BENZODIOXABOREPIN-8-YL)CINNOLIN-4-AMINE